7-methyl-2'-O-[2,2-dimethyl-(R/S)-1-(2-nitrophenyl)propyloxy]methylguanosine-5'-diphosphate P(O)(=O)(OP(=O)(O)O)OC[C@@H]1[C@H]([C@H]([C@@H](O1)N1C=[N+](C=2C(=O)NC(N)=NC12)C)OCO[C@H](C(C)(C)C)C1=C(C=CC=C1)[N+](=O)[O-])O |&1:30|